OC=1C=2N(C=C(N1)C=1C=NN(C1)C)N=C(C2)C(=O)OCC ethyl 4-hydroxy-6-(1-methyl-1H-pyrazol-4-yl)pyrazolo[1,5-a]pyrazine-2-carboxylate